stearamido(stearamido)propyl-dimethylamine C(CCCCCCCCCCCCCCCCC)(=O)NCN(C)CCCNC(CCCCCCCCCCCCCCCCC)=O